4-bromo-6-methyl-7-oxo-1-((2-(trimethylsilyl)ethoxy)methyl)-6,7-dihydro-1H-pyrrolo[2,3-c]pyridine-2-carbonitrile BrC=1C2=C(C(N(C1)C)=O)N(C(=C2)C#N)COCC[Si](C)(C)C